5-[trans-3-[6-(trifluoromethyl)pyridin-3-yl]cyclobutoxy]indole-1-carboxylic acid tert-butyl ester C(C)(C)(C)OC(=O)N1C=CC2=CC(=CC=C12)O[C@@H]1C[C@H](C1)C=1C=NC(=CC1)C(F)(F)F